dl-2-(5-(((5-(2,2-difluorocyclopropyl)-7-(3,3,4,4-tetrafluoropyrrolidin-1-yl)-5H-pyrrolo[3,2-d]pyrimidin-2-yl)thio)methyl)-2-fluorophenyl)acetic acid FC1(C(C1)N1C=C(C=2N=C(N=CC21)SCC=2C=CC(=C(C2)CC(=O)O)F)N2CC(C(C2)(F)F)(F)F)F